C1(CC1)C1=C(C(=C2C(=N1)CCC2)NC(=O)N=[S@](=O)(N)C=2SC=C(C2)C(C)(C)O)C2CC2 (R)-N'-((2,3-dicyclopropyl-6,7-dihydro-5H-cyclopenta[b]pyridin-4-yl)carbamoyl)-4-(2-hydroxypropan-2-yl)thiophene-2-sulfonimidamide